OCCC(CCOC=1C=C(C=CC1)CC(=O)OCC)C ethyl 2-(3-((5-hydroxy-3-methylpentyl)oxy)phenyl)acetate